tert-butyl N-[2-[[6-fluoro-7-[rac-(4S)-4-(tert-butoxycarbonylamino)cyclohexen-1-yl]-2,3-dihydrofuro[3,2-b]pyridin-5-yl]amino]-6-methyl-4-pyridyl]-N-methyl-carbamate FC=1C(=C2C(=NC1NC1=NC(=CC(=C1)N(C(OC(C)(C)C)=O)C)C)CCO2)C2=CC[C@H](CC2)NC(=O)OC(C)(C)C |r|